1-ethyl-1-((R)-1-(3-(imidazo[1,2-a]pyridin-6-yl)-4-vinylphenyl)ethyl)-3-((R)-6,6,6-trifluorohexan-3-yl)urea C(C)N(C(=O)N[C@H](CC)CCC(F)(F)F)[C@H](C)C1=CC(=C(C=C1)C=C)C=1C=CC=2N(C1)C=CN2